11-methoxy-7,9,11,13,15-pentamethyl-3-((1-methyl-1H-imidazol-4-yl)methyl)-17-oxa-3,7-diazaspiro[5.12]octadecane-14,16-dione COC1(CC(CN(C2(CCN(CC2)CC=2N=CN(C2)C)COC(C(C(C(C1)C)=O)C)=O)C)C)C